C1(CCCCC1)NC(C(C=1C=NC=CC1)N(C(=O)[C@@H]1NC[C@@H](C1)O)C1=CC=C(C=C1)S(F)(F)(F)(F)F)=O (2R,4R)-N-[2-(cyclohexylamino)-2-oxo-1-(3-pyridyl)ethyl]-4-hydroxy-N-[4-(pentafluoro-λ6-sulfanyl)phenyl]pyrrolidine-2-carboxamide